FC(C=1C=C(CN2C=C(C=3C2=NC=CC3)/C=C(\C#N)/C(=O)N3CCOCC3)C=C(C1)C(F)(F)F)(F)F (E)-3-(1-(3,5-bis(trifluoromethyl)benzyl)-1H-pyrrolo[2,3-b]pyridin-3-yl)-2-(morpholine-4-carbonyl)acrylonitrile